BrC=1C=C2C=CN=CC2=CC1 6-bromoisoquinoline